CC=1NC(=C(N1)C)C 2,4,5-trimethyl-imidazole